2-(5-chloro-2-(2-methoxyethoxy)phenyl)-N5-(2-(2-hydroxyethoxy)ethyl)thiophene-2,5-dicarboxamide ClC=1C=CC(=C(C1)C1(SC(=CC1)C(=O)NCCOCCO)C(=O)N)OCCOC